(2-(4-methoxybenzyl)-2H-tetrazol-5-yl)methyl 2-((3-(4-butylbenzyl)-1,2,4-oxadiazol-5-yl)methyl)acrylate C(CCC)C1=CC=C(CC2=NOC(=N2)CC(C(=O)OCC=2N=NN(N2)CC2=CC=C(C=C2)OC)=C)C=C1